BrC=1C=CC2=CN(N=C2C1F)C(C(=O)O)C1=C(C=CC(=C1)F)OC (6-bromo-7-fluoro-indazol-2-yl)-2-(5-fluoro-2-methoxy-phenyl)acetic acid